[N-]=C=O.[N-]=C=O.C1(=CC=CC=C1)CCCC1=CC=CC=C1 1,3-diphenylpropane diisocyanate